FC1=C(COC2CC(C2)NCC2=C3C=CN=CC3=CC=C2F)C=CC(=C1)F (1r,3r)-3-((2,4-difluorobenzyl)oxy)-N-((6-fluoroisoquinolin-5-yl)methyl)cyclobutan-1-amine